ClC1=C(C(N(C(N1CC#CC1=CC(=CC=C1)O)=O)C)=O)NC(CCCCCCC)=O N-(6-chloro-1-(3-(3-hydroxyphenyl)prop-2-yn-1-yl)-3-methyl-2,4-dioxo-1,2,3,4-tetrahydropyrimidin-5-yl)octanamide